C1C(\C=C/CCCCCCC)C(=O)OC1=O cis-3-undecene-1,2-dicarboxylic anhydride